C(CCC)C1=CC(=C(C=C1)O)N 4-n-Butyl-aminophenol